[Hg](O[N+]#[C-])O[N+]#[C-] mercury(II) fulminate